C1=C(C=CC=2C3=CC=CC=C3NC12)S(=O)(=O)NC1=C(C=CC=C1)C#CC=1C=CC=NC1 5-{2-[2-(9H-Carbazol-2-sulfonamido)phenyl]ethynyl}pyridin